OCCSC1=NC(=NC(=N1)N(C)CCO)N(C)CCO 2,2'-((6-((2-hydroxyethyl)thio)-1,3,5-triazine-2,4-diyl)bis(methylazanediyl))diethanol